(2S,3R,4S,5S)-5-(6-((2-chloro-5-meth-ylbenzyl)amino)-2-(5-chloropyridin-3-yl)-9H-purin-9-yl)-3,4-dihydroxyl-N-methylpyrrolidin-2-formamide ClC1=C(CNC2=C3N=CN(C3=NC(=N2)C=2C=NC=C(C2)Cl)[C@H]2[C@@H]([C@@H]([C@H](N2)C(=O)NC)O)O)C=C(C=C1)C